FC(CNC1=NN2C(C=N1)=C(C=C2)C=2C=C1C(=NC=NC1=CC2)OC)(C)F N-(2,2-difluoropropyl)-5-(4-methoxyquinazolin-6-yl)pyrrolo[2,1-f][1,2,4]triazin-2-amine